C1(CC1)N=S1(CCC(CC1)(F)C1=CC2=C(N=CN=C2N[C@H](C)C2=C(C(=CC=C2)C(F)F)F)N(C1=O)C)=O 6-((1S,4s)-1-(cyclopropylimino)-4-fluoro-1-oxidohexahydro-1λ6-thiopyran-4-yl)-4-(((R)-1-(3-(difluoromethyl)-2-fluorophenyl)ethyl)amino)-8-methylpyrido[2,3-d]pyrimidin-7(8H)-one